5-bromo-N-[(2RS)-1-chloro-3-(2,4-dimethylphenyl)propan-2-yl]-2-methyl-pyrimidine-4-carboxamide BrC=1C(=NC(=NC1)C)C(=O)N[C@@H](CCl)CC1=C(C=C(C=C1)C)C |r|